N-[(3R)-1-cyclopropylpiperidin-3-yl]-2-(9-oxo-12-propyl-3-thia-1,10,11-triazatricyclo[6.4.0.02,6]dodeca-2(6),4,7,11-tetraen-10-yl)acetamide C1(CC1)N1C[C@@H](CCC1)NC(CN1C(C2=CC=3C=CSC3N2C(=N1)CCC)=O)=O